1-(2-Dimethylaminoethyl)-5-mercaptotetrazol CN(CCN1N=NN=C1S)C